Cl[Na] monochlorosodium